C(C)(C)C1=CC=C(N(C)C)C=C1 p-isopropyl-N,N-dimethylaniline